copper (2-methyl-2H-tetrazole) iodate I(=O)(=O)[O-].CN1N=CN=N1.[Cu+2].I(=O)(=O)[O-]